ethyl 3-(2,4-difluorophenyl)butanoate FC1=C(C=CC(=C1)F)C(CC(=O)OCC)C